2'-(Dimethylamino)-2-biphenylyl-palladium(II) chloride CN(C1=C(C=CC=C1)C1=C(C=CC=C1)[Pd]Cl)C